N1(CCC1)C/C=C/C(=O)N(C)CC(=O)NC[C@H](C)C=1C=C(C=CC1)NC=1C(=NC(=C(N1)C(C)C)CC)C(=O)N (R,E)-3-((3-(1-(2-(4-(azetidin-1-yl)-N-methylbut-2-enamido)acetamido)propan-2-yl)phenyl)amino)-6-ethyl-5-isopropylpyrazine-2-carboxamide